C[C@H]1[C@@H](CNC(=O)C2=C(C3=C(CCC4=CN(N=C34)CC3=NC=CC=C3)O2)C)OCC1 2,5-anhydro-1,3,4-trideoxy-3-methyl-1-({8-methyl-2-[(pyridin-2-yl)methyl]-4,5-dihydro-2H-furo[2,3-g]indazole-7-carbonyl}amino)-D-threo-pentitol